BrC=1C=C2C(=NC1)C(=CN2)NC(OC(C)(C)C)=O Tert-butyl (6-bromo-1H-pyrrolo[3,2-b]pyridin-3-yl)carbamate